9,9-bis{4-[2-(2,3-epithiopropoxy)ethoxy]-3-phenylphenyl}fluorene C(C1CS1)OCCOC1=C(C=C(C=C1)C1(C2=CC=CC=C2C=2C=CC=CC12)C1=CC(=C(C=C1)OCCOCC1CS1)C1=CC=CC=C1)C1=CC=CC=C1